2-(3-(1-aminocyclopropyl)-1H-pyrazol-1-yl)-N-(4,4-difluorocyclohexyl)-6-methylpyrimidin-4-amine hydrogen chloride Cl.NC1(CC1)C1=NN(C=C1)C1=NC(=CC(=N1)NC1CCC(CC1)(F)F)C